((2,4-dichloropyrimidin-5-yl)methyl)-3-(2,4-dimethoxyphenyl)-1-(2,6-dimethylphenyl)urea ClC1=NC=C(C(=N1)Cl)CN(C(=O)NC1=C(C=C(C=C1)OC)OC)C1=C(C=CC=C1C)C